C(C)C(C(O)O)CCCC 2-ethyl-hexaneDiol